(3R,4R)-4-[4-[3-Chloro-4-[1-(5-fluoro-2-pyridyl)-2-hydroxy-ethoxy]pyrazolo[1,5-a]pyridin-6-yl]-5-methyl-triazol-1-yl]-3-hydroxy-piperidine-1-carbonitrile ClC=1C=NN2C1C(=CC(=C2)C=2N=NN(C2C)[C@H]2[C@@H](CN(CC2)C#N)O)OC(CO)C2=NC=C(C=C2)F